tertiary octylphenol C(C)(C)(CC(C)(C)C)C1=C(C=CC=C1)O